O1CCN(CC1)NC1=CC=CC=C1 morpholino-aniline